tert-butyl N-[3-(2-methylsulfonylethyl)azetidin-3-yl]carbamate CS(=O)(=O)CCC1(CNC1)NC(OC(C)(C)C)=O